N-(3-Methoxy-5-(1H-pyrazol-1-yl)phenyl)-6-(trifluoromethyl)quinolin-4-amine COC=1C=C(C=C(C1)N1N=CC=C1)NC1=CC=NC2=CC=C(C=C12)C(F)(F)F